FC(C=1C=C(C=C(C1)C(F)(F)F)C1=NN(C=N1)\C=C/C(=O)N1CC(C1)CN(C)C)(F)F (Z)-3-(3-(3,5-bis(trifluoromethyl)phenyl)-1H-1,2,4-triazol-1-yl)-1-(3-((dimethylamino)methyl)azetidin-1-yl)prop-2-en-1-one